BrC1=CC=C(OC2(CC2)C2=NC(=NO2)C=2C=CC(=C(O\C(\C(=O)OC)=C/OC)C2)C)C=C1 methyl (Z)-2-(5-(5-(1-(4-bromophenoxy)cyclopropyl)-1,2,4-oxadiazol-3-yl)-2-methylphenoxy)-3-methoxyacrylate